4,7-dichloro-6-(4,4,5,5-tetramethyl-1,3,2-dioxaborolan-2-yl)indazole ClC1=C2C=NNC2=C(C(=C1)B1OC(C(O1)(C)C)(C)C)Cl